3-(Heptadecyloxy)-5-(pentadecyloxy)benzyl 4-(4-(2-hydroxyethyl)piperazin-1-yl)butanoate OCCN1CCN(CC1)CCCC(=O)OCC1=CC(=CC(=C1)OCCCCCCCCCCCCCCC)OCCCCCCCCCCCCCCCCC